methyl 4-acetyl-5-bromo-6-oxo-1-(tetrahydro-2H-pyran-4-yl)-1,6-dihydropyridine-3-carboxylate C(C)(=O)C=1C(=CN(C(C1Br)=O)C1CCOCC1)C(=O)OC